FC(C(=O)O)(F)F.C1(=CC=CC=C1)NC(C1=CC=C(C=C1)OCC(=CF)CN)=O N-phenyl-4-((2-aminomethyl-3-fluoroallyl)oxy)-benzamide trifluoroacetate